1-(4-fluoro-2-methylphenyl)-N-[4-[(6-methoxy-1,5-naphthyridin-4-yl)oxy]phenyl]-6-methyl-2-oxopyridine-3-carboxamide FC1=CC(=C(C=C1)N1C(C(=CC=C1C)C(=O)NC1=CC=C(C=C1)OC1=CC=NC2=CC=C(N=C12)OC)=O)C